1-(3-chloro-6-methoxy-[1,5]naphthyridin-4-yl)-piperidin ClC=1C=NC2=CC=C(N=C2C1N1CCCCC1)OC